C1([C@H](O)[C@@H](O)[C@H](O)[C@H](O1)CO)C1=C(C=CC2=C1NC1=C2C2=C(C=3C4=CC=C(C=C4NC13)O)C(N(C2=O)NC(CO)CO)=O)O glucopyranosyl-12,13-dihydro-2,10-dihydroxy-6-[[2-hydroxy-1-(hydroxymethyl)ethyl]amino]-5H-indolo[2,3-a]pyrrolo[3,4-c]carbazole-5,7(6H)-dione